C(C1=CC=CC=C1)OC1=C2C(=C(N(C2=CC=C1)C1=CC=C(C=C1)F)C(CCSC)(C)C)C1=CC=C(C(=O)OC)C=C1 Methyl 4-[4-benzyloxy-2-(1,1-dimethyl-3-methylsulfanyl-propyl)-1-(4-fluorophenyl)indol-3-yl]benzoate